L-p-dihydroxyboranylphenylalanine OB(C1=CC=C(C[C@H](N)C(=O)O)C=C1)O